tert-butyl (S)-6-(((R)-tert-butylsulfinyl) amino)-2-chloro-4,6-dihydrospiro[cyclopenta[d]thiazole-5,4'-piperidine]-1'-carboxylate C(C)(C)(C)[S@@](=O)N[C@@H]1C2=C(N=C(S2)Cl)CC12CCN(CC2)C(=O)OC(C)(C)C